C1(=CC(=CC=C1)N[C@@H](C(C)C)C(=O)OC)C methyl m-tolylvalinate